2,6-bis(aminomethyl)norbornene rac-tert-butyl-3-(3-bromophenyl)-4-cyanopyrrolidine-1-carboxylate C(C)(C)(C)OC(=O)N1CC(C(C1)C#N)C1=CC(=CC=C1)Br.NCC=1C2C(CC(C1)C2)CN